CC1=C(N=NN1C1=CC(=CC=C1)[N+](=O)[O-])C#N 5-methyl-1-(3-nitrophenyl)-1,2,3-triazole-4-carbonitrile